C(CC1=CC=CC=C1)N1CC2=CC=CC=C2CC1=O 2-phenethyl-1,4-dihydroisoquinolin-3(2H)-one